(4aR,8aR)-7-(5-Cyclohexylthiazol-2-yl)-8-oxooctahydro-2,7-naphthyridin C1(CCCCC1)C1=CN=C(S1)N1CC[C@H]2CCNC[C@@H]2C1=O